C1N(CC2=CC=CC=C12)C1=CC=C(N)C=C1 4-(isoindolin-2-yl)aniline